C(C)(C)(C)OC(=O)N1C2(CCCC1CC2)OS(=O)(=O)C2=CC=C(C)C=C2 (tosyloxy)-8-azabicyclo[3.2.1]octane-8-carboxylic acid tert-butyl ester